2-[6-[[1-methyl-5-(trifluoromethyl)pyrazol-4-yl]methyl]-2-azaspiro[3.3]heptane-2-carbonyl]-8-oxa-2,5-diazaspiro[3.5]nonan-6-one CN1N=CC(=C1C(F)(F)F)CC1CC2(CN(C2)C(=O)N2CC3(C2)NC(COC3)=O)C1